OC1CN(CCC1)C=1SC=2C(=NC(=C(C2)NC(=O)C=2N=C(OC2)C2=CC(=NC=C2)C)N2CCC(CC2)NC(OC(C)(C)C)=O)N1 tert-butyl (1-(2-(3-hydroxypiperidin-1-yl)-6-(2-(2-methylpyridin-4-yl)oxazole-4-carboxamido)thiazolo[4,5-b]pyridin-5-yl)piperidin-4-yl)carbamate